NC1CCN(CC1)C1=CC=C(C=C1)C1=CC(=CC(=C1)C(F)(F)F)C(=O)N[C@@H](C=1NC2=CC=CC=C2C1)C1=C(C=CC(=C1)F)O (R)-4'-(4-aminopiperidin-1-yl)-N-((5-fluoro-2-hydroxyphenyl)(1H-indol-2-yl)methyl)-5-(trifluoromethyl)-[1,1'-biphenyl]-3-carboxamide